5-phenoxybenzo[C]isoxazole O(C1=CC=CC=C1)C1=CC=2C(=NOC2)C=C1